(R)-5-Diphosphomevalonate C[C@@](CCOP(=O)(O)OP(=O)(O)O)(CC(=O)O)O